(P)-1-(5-fluoro-2-methoxy-4-((1R,2R)-2-(trifluoromethyl)cyclopropyl)phenyl)-2-oxo-N-(1,3,4-thiadiazol-2-yl)-1,2-dihydroquinoline-6-sulfonamide FC=1C(=CC(=C(C1)N1C(C=CC2=CC(=CC=C12)S(=O)(=O)NC=1SC=NN1)=O)OC)[C@H]1[C@@H](C1)C(F)(F)F